bis(3-(triethoxysilyl)propyl)tetrasulfide C(C)O[Si](CCCSSSSCCC[Si](OCC)(OCC)OCC)(OCC)OCC